Cl.Cl.N1CCC(CC1)CC1=NC=CC=C1 2-(piperidin-4-ylmethyl)pyridine dihydrochloride